OCCN1CC=NC=C1 N-hydroxyethylpyrazine